C(CCCCC#C)C1CCN(CC1)C(=O)OC(C)(C)C tert-butyl 4-(hept-6-yn-1-yl)piperidine-1-carboxylate